FC1(CC2(C1)CC(N(CC2)CC2=C1C=CN(C1=C(C=C2OC)C)C(=O)OC(C)(C)C)C=2C(=NC(=CC2)C(=O)OC)NC)F tert-Butyl 4-((2,2-difluoro-6-(6-(methoxycarbonyl)-2-(methylamino)pyridin-3-yl)-7-azaspiro[3.5]nonan-7-yl)methyl)-5-methoxy-7-methyl-1H-indole-1-carboxylate